2-chloro-6-[(3,5-dimethoxyphenyl)amino]pyrimidine-4-carbonitrile ClC1=NC(=CC(=N1)C#N)NC1=CC(=CC(=C1)OC)OC